S(=O)(=O)(O)C(C(=O)OCCCCCCCC)CC(=O)OCCCCCCCC.[Na] sodium dioctyl sulfosuccinate